C1(=CC=CC=C1)C1=NC=2N(C(=C1)C1OCCCC1)N=C(C2)C(=O)O 5-Phenyl-7-(tetrahydro-2H-pyran-2-yl)pyrazolo[1,5-a]pyrimidine-2-carboxylic acid